CC1C(CC(CC1)N)N 1-methyl-2,4-diaminocyclohexane